C(C1=CC=CC=C1)[Zr](C1(C=CC=C1)C(F)(F)F)(C1(C=CC=C1)C(F)(F)F)CC1=CC=CC=C1 dibenzyl-bis(trifluoromethyl-cyclopentadienyl)zirconium